dimethylaminocopper CN(C)[Cu]